NC1=CC=C(C=C1)C1C(NC(CC1)=O)=O 3-(4-aminophenyl)piperidine-2,6-dione